butyl-(3S)-tetrahydropyridazine-1,2,3-tricarboxylate C(CCC)OC(=O)N1N([C@@H](CCC1)C(=O)[O-])C(=O)[O-]